C(#N)C[C@@H]1N(CCN(C1)C=1C2=C(N=C(N1)OC[C@H]1N(CCC1)C)CNCC2)C(=O)OCC2=CC=CC=C2 benzyl (2S)-2-(cyanomethyl)-4-[2-[[(2S)-1-methyl pyrrolidin-2-yl]methoxy]-5,6,7,8-tetrahydropyrido[3,4-d]pyrimidin-4-yl]piperazine-1-carboxylate